6-(dimethylphosphoryl)-2,3-difluoroaniline CP(=O)(C)C1=CC=C(C(=C1N)F)F